COC=1C=C(C(=O)O)C=CC1.C(CCC)P(C12CC3CC(CC(C1)C3)C2)C23CC1CC(CC(C2)C1)C3 n-butyl-bis(1-adamantyl)phosphine 3-methoxybenzoate